CN(S(=O)(=O)C1=C(C=CC=C1)B1OC(C(O1)(C)C)(C)C)C N,N-dimethyl-2-(4,4,5,5-tetramethyl-1,3,2-dioxaborolan-2-yl)benzenesulfonamide